N-(α-methylbenzyl)O-carbamoyl-benzoic acid CC(C1=CC=CC=C1)NC(=O)OC(C1=CC=CC=C1)=O